CC1(CCC1)NC(NC=1C=C2N=CC(N(C2=CC1)C(C)C1=NC=CC(=C1)C(F)(F)F)=O)=O 3-(1-methylcyclobutyl)-1-(2-oxo-1-{1-[4-(trifluoromethyl)pyridin-2-yl]ethyl}quinoxalin-6-yl)urea